O=C1C(CC(C1)C(=O)OCC)C(=O)OCC diethyl 4-oxocyclopentane-1,3-dicarboxylate